2-(4-(3-(3,4-dimethoxybenzamido)phenyl)-1H-1,2,3-triazol-1-yl)acetic acid COC=1C=C(C(=O)NC=2C=C(C=CC2)C=2N=NN(C2)CC(=O)O)C=CC1OC